ClC=1C=C(C=CC1)NC1=C(C(=NC2=CC(=C(C=C12)NC(\C=C\CN(C)C)=O)OCC)CC)C#N (E)-N-(4-((3-chlorophenyl)amino)-3-cyano-7-ethoxy-2-ethylquinolin-6-yl)-4-(dimethylamino)but-2-enamide